C1(=CC=CC=C1)NC(=O)C1=CC=C(S1)C1=C(OC2CCN(CC2)C(=O)OC(C)(C)C)C=CC=C1 tert-butyl 4-(2-(5-(phenylcarbamoyl)thiophen-2-yl)phenoxy)piperidine-1-carboxylate